2-(5-Methoxycarbonylthiophen-2-yl)acetic acid COC(=O)C1=CC=C(S1)CC(=O)O